2,2-dimethyl-3-oxo-3-(((tetrahydro-2H-pyran-2-yl)oxy)amino)propanoic acid CC(C(=O)O)(C(NOC1OCCCC1)=O)C